(3R,5S)-4,4-difluoro-3-methyl-5-(2-(tosyloxy)ethoxy)piperidine-1-carboxylic acid tert-butyl ester C(C)(C)(C)OC(=O)N1C[C@H](C([C@H](C1)OCCOS(=O)(=O)C1=CC=C(C)C=C1)(F)F)C